N1N=CC2=NC(=CC=C21)C=O 1H-PYRAZOLO[4,3-B]PYRIDINE-5-CARBALDEHYDE